BrCCC1=CC=C(C=C1)C(C)(C)C 4-(2-bromoethyl)tert-butylbenzene